ClC=1C=C(C=CC1)[C@H]1[C@@H](CN(CC1)C(=O)C=1C=2N(C=CC1)C=NC2)NC(=O)C=2SC(=C(N2)C)C N-((3S,4S)-4-(3-chlorophenyl)-1-(imidazo[1,5-a]pyridine-8-carbonyl)piperidin-3-yl)-4,5-dimethylthiazole-2-carboxamide